diphenyl ketone-(methoxy-{1,1'-biphenyl}-3-yl) hydrazone COC1=C(C=CC=C1NN=C(C1=CC=CC=C1)C1=CC=CC=C1)C1=CC=CC=C1